(3S,5S,8S,9S,10S,13R,14R,17R)-3-ethyl-17-((2R,5R)-5-hydroxy-6-methylheptan-2-yl)-10-methylhexadecahydro-1H-cyclopenta[a]phenanthren-3-ol C(C)[C@@]1(CC[C@@]2([C@H]3CC[C@@H]4[C@H](CC[C@H]4[C@@H]3CC[C@H]2C1)[C@H](C)CC[C@H](C(C)C)O)C)O